benzyl 4-[1-[1-(2,6-difluoro-4-nitro-phenyl)-4-piperidyl]-1-methyl-ethyl]piperazine-1-carboxylate FC1=C(C(=CC(=C1)[N+](=O)[O-])F)N1CCC(CC1)C(C)(C)N1CCN(CC1)C(=O)OCC1=CC=CC=C1